CN(C1CCC(CC1)C(=O)N1CC(C2=NC(=CC=C21)C)(C)C)CC2CCOCC2 ((1r,4r)-4-(methyl((tetrahydro-2H-pyran-4-yl)methyl)amino)cyclohexyl)(3,3,5-trimethyl-2,3-dihydro-1H-pyrrolo[3,2-b]pyridin-1-yl)methanone